C(\C=C\C1=CC=CC=C1)(=O)OC Methyl Trans-Cinnamate